t-butyl 3,8-diazabicyclo[3.2.1]octane-8-carboxylate C12CNCC(CC1)N2C(=O)OC(C)(C)C